C(C)(C)(C)N[C@@H](CCC(=O)O)C(=O)O tert-butyl-L-glutamic acid